1-((trans-4-methoxycyclohexyl)methyl)-7-(4-methyl-6-(1H-1,2,4-triazol-3-yl)pyridin-3-yl)-3,4-dihydropyrazino[2,3-b]pyrazin-2(1H)-one CO[C@@H]1CC[C@H](CC1)CN1C(CNC=2C1=NC(=CN2)C=2C=NC(=CC2C)C2=NNC=N2)=O